C(C)(=O)OCC(=O)N1[C@H](C=2NC3=CC=CC=C3C2C[C@@H]1CCCC)C1=CC=C(C=C1)F 2-((1S,3S)-3-butyl-1-(4-fluorophenyl)-1,3,4,9-tetrahydro-2H-pyrido[3,4-b]indol-2-yl)-2-oxoethyl acetate